tert-butyl 4-(1-((6-methoxy-2-methyl-2H-pyrazolo[3,4-b]pyridin-5-yl)carbamoyl)-2,3-dihydro-1H-pyrrolo[2,3-b]pyridin-4-yl)-2,2-dimethylpiperazine-1-carboxylate COC=1C(=CC=2C(N1)=NN(C2)C)NC(=O)N2CCC=1C2=NC=CC1N1CC(N(CC1)C(=O)OC(C)(C)C)(C)C